C(CC)N([C@@H]1CC=2C=CC=C(C2CC1)C1=CC=C(C=C1)NC(CCCCCCCCCCCCCCCCCCC)=O)CCC=1SC=CC1 (S)-6-(propyl(2-(thiophen-2-yl)ethyl)amino)-5,6,7,8-tetrahydronaphthalen-1-yl(4-arachidamidobenzene)